CC1=C(C=CC=C1C)N1CCN(CC1)C(CN1N=C(C2=C1C[C@@H]1[C@H]2C1)C(=O)N1CCC(CC1)(CO)F)=O 1-[4-(2,3-Dimethylphenyl)piperazin-1-yl]-2-{(3bR,4aR)-3-[4-fluoro-4-(hydroxymethyl)piperidin-1-carbonyl]-3b,4,4a,5-tetrahydro-1H-cyclopropa[3,4]cyclopenta[1,2-c]pyrazol-1-yl}ethan-1-on